C1N(CCC2=CC=CC=C12)C[C@H](CN1CCOC2=C(C1=O)C=CC(=C2)OC2CNCCC2)O 4-[(2R)-3-(3,4-dihydro-1H-isoquinolin-2-yl)-2-hydroxy-propyl]-8-(3-piperidyloxy)-2,3-dihydro-1,4-benzoxazepin-5-one